methyl ((R)-2-(4-cyano-3-fluorophenoxy)henicosyl) hydrogen phosphate P(=O)(OC)(OC[C@@H](CCCCCCCCCCCCCCCCCCC)OC1=CC(=C(C=C1)C#N)F)O